CC1=CC=C(C=C1)S(=O)(=O)OC[C@@H](C)O[Si](C)(C)C(C)(C)C [(2R)-2-[tert-butyl (dimethyl)silyl]oxypropyl] 4-methylbenzenesulfonate